(R and S)-6-chloro-N3-(1-methyl-piperidin-3-yl)pyridazine-3,4-diamine ClC1=CC(=C(N=N1)N[C@H]1CN(CCC1)C)N |r|